1-{4-cyano-6-[(2-fluorophenyl)amino]pyrimidin-2-yl}-5-amino-1H-pyrazole-4-carboxylic acid C(#N)C1=NC(=NC(=C1)NC1=C(C=CC=C1)F)N1N=CC(=C1N)C(=O)O